(4S)-2,5-dioxo-5-[(prop-2-en-1-yl)oxy]-4-(1,1,3-trioxo-6,6-diphenyl-1,3-dihydro-2H,6H-1λ6-[1,3]dioxolo[4,5-f][1,2]benzothiazol-2-yl)pentanoic acid O=C(C(=O)O)C[C@@H](C(OCC=C)=O)N1S(C2=C(C1=O)C=C1C(=C2)OC(O1)(C1=CC=CC=C1)C1=CC=CC=C1)(=O)=O